Cl.BrC1=CC=C(CNC2=NC=NC3=CC(=C(C=C23)OC)OC)C=C1 N-(4-bromobenzyl)-6,7-dimethoxyquinazolin-4-amine hydrochloride